CN1C2=C(OC[C@@H](C1=O)NC(C1=NC=CC(=C1)OC1=CC=CC=C1)=O)C=CC(=C2)C#CC=2N=CN(C2)C (S)-N-(5-methyl-7-((1-methyl-1H-imidazol-4-yl)ethynyl)-4-oxo-2,3,4,5-tetrahydrobenzo[b][1,4]oxazepin-3-yl)-4-phenoxypicolinamide